N,N-dimethyl-6'-(4,4,5,5-tetramethyl-1,3,2-dioxaborolan-2-yl)-2',3'-dihydrospiro[cyclopropane-1,1'-inden]-3'-amine CN(C1CC2(C3=CC(=CC=C13)B1OC(C(O1)(C)C)(C)C)CC2)C